FC1=CC=2C(=NC(=CC2)C(C)=O)S1 1-(2-fluorothieno[2,3-b]pyridin-6-yl)ethan-1-one